Methyl ((2-(2-(2-azidoethoxy)ethoxy)ethoxy)carbonyl)-Z-alaninate N(=[N+]=[N-])CCOCCOCCOC(=O)N[C@@H](C)C(=O)OC